[C@@H]12OS(O[C@H]2CC1)(=O)=O cis-2,4-Dioxa-3-thiabicyclo[3.2.0]heptane 3,3-dioxide